oxalic acid tetrahydrate O.O.O.O.C(C(=O)O)(=O)O